[Cr].[Cu] copper, chromium salt